C(C1=CC=CC=C1)OC1=C([N+](=CC2=C(C=CC=C12)C1=CC(=CC=C1)Cl)[O-])C(=O)OC 4-(benzyloxy)-8-(3-chlorophenyl)-3-(methoxycarbonyl)isoquinoline 2-oxide